F[C@H]1[C@H](C1)C(=O)NC1=NC=NC(=C1)C=1C(=NC=CC1)NC=1C=NC(=CC1C)C(CCC)O (1R,2R)-2-fluoro-N-(6-(2-((6-(1-hydroxybutyl)-4-methylpyridin-3-yl)amino)pyridin-3-yl)pyrimidin-4-yl)cyclopropane-1-carboxamide